C(C1=CC=CC=C1)OC1=C(C(=NC(=C1)[C@@H]1O[C@]([C@H]([C@H]1C1=C(C(=C(C=C1)F)F)OC)C)(C(F)(F)F)C)C)S(=O)(C)=N |o1:14,16,17,18| (4-(benzyloxy)-6-((2R*,3S*,4S*,5R*)-3-(3,4-difluoro-2-methoxyphenyl)-4,5-dimethyl-5-(trifluoromethyl)tetrahydrofuran-2-yl)-2-methylpyridin-3-yl)(imino)(methyl)-λ6-sulfanone